Cl.ClC(C)C=1N=NN(C1)C 4-(1-chloroethyl)-1-methyl-triazole hydrochloride